N-ethoxy-ethanimin C(C)ON=CC